ClC1=NC=NC=2N(C(CN(C12)CCOC)=O)CC1=C(C=C(C=C1)OC)OC 4-chloro-8-(2,4-dimethoxybenzyl)-5-(2-methoxyethyl)-5,8-dihydropteridin-7(6H)-one